4-(7-fluoro-imidazo[1,2-a]pyridin-3-yl)-7-((5-((R)-2-((S)-1-hydroxyethyl)morpholino)pyridin-2-yl)amino)isoindolin-1-one FC1=CC=2N(C=C1)C(=CN2)C2=C1CNC(C1=C(C=C2)NC2=NC=C(C=C2)N2C[C@@H](OCC2)[C@H](C)O)=O